(E)-5-(3-cyclohexylacryloyl)-4-methylthieno[2,3-b]pyridin-6(7H)-one C1(CCCCC1)/C=C/C(=O)C1=C(C2=C(NC1=O)SC=C2)C